[(1-benzyl-3-methylimidazol-3-ium-4-carbonyl)amino]-ammonium bistrifluoroacetate FC(C(=O)[O-])(F)F.FC(C(=O)[O-])(F)F.C(C1=CC=CC=C1)N1C=[N+](C(=C1)C(=O)N[NH3+])C